2-[(2-chloro-5-{4-[chloro(difluoro)methyl]-3-methyl-2,6-dioxo-3,6-dihydropyrimidin-1(2H)-yl}-4-fluorobenzoyl)oxy]-2-methylpropanoic acid ClC1=C(C(=O)OC(C(=O)O)(C)C)C=C(C(=C1)F)N1C(N(C(=CC1=O)C(F)(F)Cl)C)=O